NC1=NC(NC=C1)=O Amino-pyrimidone